3-(cyclobutylamino)-5-cyclopropyl-N-isobutyl-N-((3s,5r)-5-(morpholine-4-carbonyl)piperidin-3-yl)pyridinecarboxamide C1(CCC1)NC=1C(=NC=C(C1)C1CC1)C(=O)N([C@@H]1CNC[C@@H](C1)C(=O)N1CCOCC1)CC(C)C